OCC=1C=C(C=CC1)C1=NC=C(C=N1)OC[C@H]1CN(CCO1)C(=O)OC(C)(C)C t-butyl (2R)-2-[({2-[3-(hydroxymethyl)phenyl]pyrimidin-5-yl}oxy)methyl]morpholine-4-carboxylate